OC[C@@H]1CNCC[C@H]1NC(OC(C)(C)C)=O tert-butyl ((trans)-3-(hydroxymethyl)piperidin-4-yl)carbamate